zinc cyclohexanedicarboxylate salt C1(CCCCC1)(C(=O)[O-])C(=O)[O-].[Zn+2]